ClC1=C(C=CC=C1)C1=NOC(=C1COC1C[C@H]2CC[C@@H](C1)N2C(=O)N2CCC=1C(=CC=CC21)C(=O)O)C2CC2 1-((1R,3R,5S)-3-((3-(2-chlorophenyl)-5-cyclopropylisoxazol-4-yl)methoxy)-8-azabicyclo[3.2.1]octane-8-carbonyl)indoline-4-carboxylic acid